FC(C1=CC=C(C=C1)S)(F)F 4-trifluoromethylphenyl thiol